C(C)(C)(C)C(=O)OCCCCCCOC(=O)C(C)(C)C 1,6-bis(t-butylcarbonyloxy)hexane